FC1(C[C@]12CNCC2)F (3R,6R)-1,1-Difluoro-5-azaspiro[2.4]heptane